C(C)N1C(NC2=CC(=CC=C2C1=O)CN1C[C@H](N(CC1)C=1C=CC(=NC1)C(=O)NC)C)=O (R)-5-(4-((3-ethyl-2,4-dioxo-1,2,3,4-tetrahydroquinazolin-7-yl)methyl)-2-methylpiperazin-1-yl)-N-methylpicolinamide